docosyl n-hexadecanoate C(CCCCCCCCCCCCCCC)(=O)OCCCCCCCCCCCCCCCCCCCCCC